N[C@H](CCO)C(=O)O D-Homoserine